O[C@@H]1[C@H](CO[C@@H]([C@@H]1O)CO)NC1=NC(=CC(=N1)C#N)OC 2-(((3S,4R,5R,6R)-4,5-dihydroxy-6-(hydroxymethyl)tetrahydro-2H-pyran-3-yl)amino)-6-methoxypyrimidine-4-carbonitrile